CN(COCOCOC(=O)N1C2=CC=C(C=C2C=2C=C(C=CC12)OC)OC)COCOCOC(=O)N1C2=CC=C(C=C2C=2C=C(C=CC12)OC)OC N-methyl-bis({[(3,6-dimethoxy-9-carbazolylcarbonyloxy)methoxy]methoxy}methyl)amine